NC=1C(=NN(C1/C=C(/C(=O)OCC)\C)CC)C (E)-ethyl 3-(4-amino-1-ethyl-3-methyl-1H-pyrazol-5-yl)-2-methylacrylate